N-[(1R,3S)-3-{[6-chloro-2-(trifluoromethyl)quinolin-4-yl]amino}cyclohexyl]-3-hydroxy-3-methylazetidine-1-carboxamide ClC=1C=C2C(=CC(=NC2=CC1)C(F)(F)F)N[C@@H]1C[C@@H](CCC1)NC(=O)N1CC(C1)(C)O